CC=1SC(=C(N1)C1=NC(=NC=C1)NC=1C=C2C=C(NC2=CC1)C(=O)N1[C@H](CCC1)CO)C (R)-(5-((4-(2,5-dimethylthiazol-4-yl)pyrimidin-2-yl)amino)-1H-indol-2-yl)(2-(hydroxymethyl)pyrrolidin-1-yl)methanone